C(#N)C=1C=C2CC(N(CC2=C(C1)F)C1=CC=CC(=N1)N1CCN(CC1)CC1=NC2=C(N1C[C@H]1OCC1)C=C(C=C2)C(=O)O)C 2-((4-(6-(6-cyano-8-fluoro-3-methyl-3,4-dihydroisoquinolin-2(1H)-yl)pyridin-2-yl)piperazin-1-yl)methyl)-1-(((S)-oxetan-2-yl)methyl)-1H-benzo[d]imidazole-6-carboxylic acid